COC1=CC=C2CC/C(/C2=C1)=C(\C=O)/F (Z)-(6-Methoxy-1-indanylidene)fluoroacetaldehyde